1-((1S,4S)-5-(4-((3-chloro-4-(difluoromethoxy)-2-fluorophenyl)amino)pyrido[3,4-d]pyrimidin-6-yl)-2,5-diazabicyclo[2.2.1]heptan-2-yl)prop-2-en-1-one ClC=1C(=C(C=CC1OC(F)F)NC=1C2=C(N=CN1)C=NC(=C2)N2[C@@H]1CN([C@H](C2)C1)C(C=C)=O)F